Cl.Cl.N(=NC(C(=N)NCC1=CC=CC=C1)(C)C)C(C(=N)NCC1=CC=CC=C1)(C)C 2,2'-azobis[2-methyl-N-(Phenylmethyl)-propionamidine] dihydrochloride